2-{[4-amino-6-(1,2-thiazol-3-yl)-2H-pyrazolo[3,4-d]pyrimidin-2-yl]methyl}phenol NC=1C=2C(N=C(N1)C1=NSC=C1)=NN(C2)CC2=C(C=CC=C2)O